(1S,3S,4S)-N-((S)-1-cyano-2-((S)-2-oxopyrrolidin-3-yl)ethyl)-5,5-difluoro-2-((2,2,2-trifluoroacetyl)-L-leucyl)-2-azabicyclo[2.2.2]octane-3-carboxamide C(#N)[C@H](C[C@H]1C(NCC1)=O)NC(=O)[C@H]1N([C@@H]2CC([C@H]1CC2)(F)F)C([C@@H](NC(C(F)(F)F)=O)CC(C)C)=O